N1C(CCC1)C=O pyrrolidine-2-ylmethanone